FC(S(=O)(=O)OCC1(O[C@H](C[C@@H]1OC(C1=CC=CC=C1)(C1=CC=CC=C1)C1=CC=CC=C1)N1C(NC(C(=C1)F)=O)=O)COS(=O)(=O)C(F)(F)F)(F)F ((3S,5R)-5-(5-fluoro-2,4-dioxo-3,4-dihydropyrimidin-1(2H)-yl)-3-(trityloxy)tetrahydrofuran-2,2-diyl)bis(methylene) bis(trifluoromethanesulfonate)